C(C)(C)(C)C=1CC(=CC(C1)=C(C1=CC=CC=C1)C1=CC=CC=C1)C(C)(C)C 2,6-di-tert-butyl-4-(diphenylmethylene)cyclohexa-2,5-diene